3-(1H-pyrazol-1-yl)phenol N1(N=CC=C1)C=1C=C(C=CC1)O